methyl 2-(4-methoxyphenyl)-5-methylisothiazoline-5-carboxylate 1,1-dioxide COC1=CC=C(C=C1)N1S(C(CC1)(C(=O)OC)C)(=O)=O